C1(=CC=CC=C1)C1C(C=2C=CC(=CC2CC1)O)C1=CC=C(C=C1)C1CCNCC1 6-Phenyl-5-(4-(piperidin-4-yl)phenyl)-5,6,7,8-tetrahydronaphthalen-2-ol